6-(Benzofuran-2-yl)-N-((2,4-dioxo-1,3-diazaspiro[4.4]nonane-6-yl)methyl)-5-fluoropyridine-3-sulfonamide O1C(=CC2=C1C=CC=C2)C2=C(C=C(C=N2)S(=O)(=O)NCC2C1(C(NC(N1)=O)=O)CCC2)F